4'-(6-hydroxyhexyloxy)-[1,1'-biphenyl]-4-carbonitrile OCCCCCCOC1=CC=C(C=C1)C1=CC=C(C=C1)C#N